C1=CC=C(C=2OC3=C(C21)C=CC=C3)[C@@H](CC3=CC=CC=C3)\N=C(\C3=CC=C(C=C3)C(F)(F)F)/C#N (R,Z)-N-(1-(dibenzo[b,d]furan-4-yl)-2-phenylethyl)-4-(trifluoromethyl)benzimidoylcyanide